C(=O)O.C(=O)O.C1(CCCCC1)=O cyclohexanone diformate